ClC1=C(C=C(C(=O)N2CCC(CC2)CCOCC2(CCN(CC2)C(=O)OC(C)(C)C)O)C=C1)N1C(NC(CC1)=O)=O tert-butyl 4-((2-(1-(4-chloro-3-(2,4-dioxotetrahydropyrimidin-1(2H)-yl) benzoyl) piperidin-4-yl) ethoxy) methyl)-4-hydroxypiperidine-1-carboxylate